CC1(N(CCC(C1)N1CCC(CC1)C1=CC=CC=C1)C(=O)NCCCCC1=CC=CC=C1)C 2,2-dimethyl-N-(4-phenylbutyl)-4-(4-phenyl-1-piperidinyl)piperidine-1-carboxamide